α,β-difluorostyrene FC(=CF)C1=CC=CC=C1